2-(4-(3-isopropyl-2-(8-methoxy-7-methyl-[1,2,4]triazolo[1,5-b]pyridazin-6-yl)-1H-indol-5-yl)piperidin-1-yl)-N-methylacetamide C(C)(C)C1=C(NC2=CC=C(C=C12)C1CCN(CC1)CC(=O)NC)C=1C(=C(C=2N(N1)N=CN2)OC)C